5-(3-fluoro-4-(2-thiomorpholinopropan-2-yl)phenyl)-N-(3-(piperidin-1-yl)propyl)thieno[3,2-b]pyridin-7-amine FC=1C=C(C=CC1C(C)(C)N1CCSCC1)C1=CC(=C2C(=N1)C=CS2)NCCCN2CCCCC2